2-Hydroxy-cyclohexylphenylketone OC1C(CCCC1)C1=C(C=CC=C1)C(=O)C1=C(C=CC=C1)C1C(CCCC1)O